C1(CC1)OC1=C(C=NC(=C1)C)NC1=CC(=C(OC2=CC=NC3=CC(=CC=C23)OCCN(C(OC(C)(C)C)=O)C)C(=C1)F)F tert-butyl N-[2-({4-[4-(4-cyclopropoxy-6-methylpyridin-3-ylamino)-2,6-difluorophenoxy] quinolin-7-yl} oxy) ethyl]-N-methylcarbamate